C(=O)C1=C(C=CC=C1O)C1=CN=C(S1)CC(=O)NC=1C=C(NN1)[C@@H]1C[C@@H](CC1)N(C(O)=O)C(C)C.IC1=C(N)C=CC(=C1)N1N=NN=C1 2-iodo-4-(1H-tetrazol-1-yl)aniline (1R,3S)-3-(5-{2-[5-(2-formyl-3-hydroxyphenyl)-1,3-thiazol-2-yl]acetamido}-2H-pyrazol-3-yl)cyclopentyl-N-isopropylcarbamate